FC(C=1C(=C(C=CC1)[C@@H](C)NC=1C2=C(N=C(N1)C)N=C(C(=C2)N2CCN(CC2)C(C)C)OCCN(C)C)F)F (R)-N-(1-(3-(difluoromethyl)-2-fluorophenyl)ethyl)-7-(2-(dimethylamino)ethoxy)-6-(4-isopropylpiperazin-1-yl)-2-methylpyrido[2,3-d]pyrimidin-4-amine